NC1=C(SC2=NC(=CC=C21)C)C(=O)N[C@H]2COC1=CC(=C(C=C1C2)Cl)N2CCNCC2 (R)-3-amino-N-(6-chloro-7-(piperazin-1-yl)chroman-3-yl)-6-methylthieno[2,3-b]pyridine-2-carboxamide